OC=1C=C2CC3(CC3)C(NC2=CC1)=O 6-Hydroxyspiro[1,4-dihydroquinoline-3,1'-cyclopropane]-2-one